6-chloro-2-diethylamino-4-methoxycarbonyloxy-1-acryloyloxynaphthalene ClC=1C=C2C(=CC(=C(C2=CC1)OC(C=C)=O)N(CC)CC)OC(=O)OC